1-(benzenesulfonyl)-4-(piperidin-4-ylamino)-2,3-dihydro-1H-pyrrolo[2,3-b]pyridine-5-carbonitrile C1(=CC=CC=C1)S(=O)(=O)N1CCC=2C1=NC=C(C2NC2CCNCC2)C#N